CN1C(C2=C(C(=C1)C1=C(C=CC(=C1)S(=O)(=O)C)N1CCC3(CC3)CC1)C=CN2)=O 6-(2-(6-methyl-7-oxo-6,7-dihydro-1H-pyrrolo[2,3-c]pyridin-4-yl)-4-(methylsulfonyl)phenyl)-6-aza-spiro[2.5]octan